Methyl (3S)-1-(5-fluoro-3-methyl-2-nitrophenyl)pyrrolidine-3-carboxylate FC=1C=C(C(=C(C1)N1C[C@H](CC1)C(=O)OC)[N+](=O)[O-])C